OC1=C(C=CC=C1)C=1C=C2C(=NN1)NC[C@@H]1N2CCN(C1)C1CCN(CC1)CCCC=1C=C2C3=C(N(C2=CC1)C1C(NC(CC1)=O)=O)N=CC=C3 3-(6-(3-(4-((S)-2-(2-hydroxyphenyl)-5,6,6a,7,9,10-hexahydro-8H-pyrazino[1',2':4,5]pyrazino[2,3-c]pyridazin-8-yl)piperidin-1-yl)propyl)-9H-pyrido[2,3-b]indol-9-yl)piperidine-2,6-dione